Bromobutadiene BrC=CC=C